4-fluoro-3-(N-(2-(4,4,5,5-tetramethyl-1,3,2-dioxaborolan-2-yl)benzyl)sulfamoyl)-N-(3,4,5-trifluorophenyl)benzamide FC1=C(C=C(C(=O)NC2=CC(=C(C(=C2)F)F)F)C=C1)S(NCC1=C(C=CC=C1)B1OC(C(O1)(C)C)(C)C)(=O)=O